C1(CC1)C=1C(=CC(=C2NC(C=3N(C12)C(=NN3)C)(C)C)F)C3=C1C=NN(C1=CC(=C3)F)S(=O)(=O)C 9-Cyclopropyl-6-fluoro-8-(6-fluoro-1-methylsulfonyl-1H-indazol-4-yl)-1,4,4-trimethyl-5H-[1,2,4]triazolo[4,3-a]quinoxaline